bis(α-phenylethyl)amine C1(=CC=CC=C1)C(C)NC(C)C1=CC=CC=C1